C(C=C)(=O)N1C[C@@H](N(C[C@@H]1C)C(=O)OC(C)(C)C)C |&1:9| tert-butyl (2S,SR)-4-acryloyl-2,5-dimethylpiperazine-1-carboxylate